FC(CNC(=O)C=1N(C2=CC(=CC=C2C1)C1=NC=CC(=N1)N1CC(CC1)C=1C=NN(C1)C1OCCCC1)C)F N-(2,2-difluoroethyl)-1-methyl-6-(4-{3-[1-(oxan-2-yl)-1H-pyrazol-4-yl]pyrrolidin-1-yl}pyrimidin-2-yl)-1H-indole-2-carboxamide